benzyl (S)-2-methyl-5-oxopiperidine-1-carboxylate C[C@@H]1N(CC(CC1)=O)C(=O)OCC1=CC=CC=C1